The molecule is a diterpenoid that is 6a,7,8,10a-tetrahydro-6H-benzo[c]chromene substituted at position 1 by a hydroxy group, positions 6, 6 and 9 by methyl groups and at position 3 by a pentyl group. A biosynthetic precursor to Delta(9)-tetrahydrocannabinol, the principal psychoactive constituent of the cannabis plant. It has a role as an anti-inflammatory agent, a neuroprotective agent, a biomarker and a metabolite. It is a diterpenoid, a benzochromene, a hydroxy monocarboxylic acid, a polyketide and a phytocannabinoid. It is a conjugate acid of a Delta(9)-tetrahydrocannabinolate. CCCCCC1=CC2=C([C@@H]3C=C(CC[C@H]3C(O2)(C)C)C)C(=C1C(=O)O)O